C(CCCCC)N(C1=C(C=C(C=C1)N1C(N=C(C=C1)C)C)F)CCCCCC 3-(4-(dihexylamino)-3-fluorophenyl)-2,6-dimethylpyrimidin